ClP(Cl)Cl Trichlorophosphorus